1-((tert-butyldimethylsilyl)oxy)heptan-4-ol [Si](C)(C)(C(C)(C)C)OCCCC(CCC)O